[C@H]12OC[C@H](C[C@@H]1N1C(=NC3=C1C=C(C=C3)C(=O)O)CC3=C(C=C(C(=C3)F)C3=NC(=CC=C3)OCC3=C(C=C(C=C3)C#N)F)F)C2 1-((1R,4R,6S)-2-oxabicyclo[2.2.1]heptan-6-yl)-2-(4-(6-((4-cyano-2-fluorobenzyl)oxy)pyridin-2-yl)-2,5-difluorobenzyl)-1H-benzo[d]imidazole-6-carboxylic acid